1-((S)-1-(2-chlorophenyl)ethyl)-N3-methyl-1H-pyrazole-3,5-dicarboxamide ClC1=C(C=CC=C1)[C@H](C)N1N=C(C=C1C(=O)N)C(=O)NC